CN1N=C(C(=C1)C=1C=CC=C2[C@@H](CCOC12)CN(C(OC(C)(C)C)=O)C)C tert-butyl (R)-((8-(1,3-dimethyl-1H-pyrazol-4-yl)chroman-4-yl)methyl)(methyl)carbamate